C(C1=CC=CC=C1)NC(=O)C=1N(C(N2C1CN(CC2)C(C2=CC(=C(C=C2)Br)Cl)=O)=O)C2=CC=C(C=C2)N2N=C(C=C2)C N-benzyl-7-(4-bromo-3-chloro-benzoyl)-2-[4-(3-methylpyrazol-1-yl)phenyl]-3-oxo-6,8-dihydro-5H-imidazo[1,5-a]pyrazine-1-carboxamide